N-((1R,2R,4S)-7-cyano-7-azabicyclo[2.2.1]heptan-2-yl)-1-(6-(1H-pyrazol-1-yl)-2-pyridinyl)-1H-indazole-5-carboxamide C(#N)N1[C@H]2[C@@H](C[C@@H]1CC2)NC(=O)C=2C=C1C=NN(C1=CC2)C2=NC(=CC=C2)N2N=CC=C2